C1NCC12CC(C2)C#N 2-azaspiro[3.3]heptane-6-carbonitrile